5-fluoro-2-formyl-phenylboronic acid FC=1C=CC(=C(C1)B(O)O)C=O